BrC1=C(C=C(C(=O)N2CC=3N(CC2)C(N(C3C(=O)N[C@H](C)C3=C(C=C(C=C3)OC(F)(F)F)F)C3=CC=C(C=C3)OCC(F)(F)F)=O)C=C1)Cl |r| 7-(4-bromo-3-chloro-benzoyl)-3-oxo-N-[rac-(1R)-1-[2-fluoro-4-(trifluoromethoxy)phenyl]ethyl]-2-[4-(2,2,2-trifluoroethoxy)phenyl]-6,8-dihydro-5H-imidazo[1,5-a]pyrazine-1-carboxamide